β-(3,4-Epoxycyclohexyl)-ethyltrimethoxysilane C1(CC2C(CC1)O2)CC[Si](OC)(OC)OC